2-[(2R)-1-[(2,3-difluorophenyl)methyl]-5-oxopyrrolidin-2-yl]-N-methylsulfonylacetamid FC1=C(C=CC=C1F)CN1[C@H](CCC1=O)CC(=O)NS(=O)(=O)C